BrC1=CC(=C(C=C1)COC1=CC=CC(=N1)C1=CC(=C(C=C1F)CC=1N(C2=C(N1)C=CC(=C2)C(=O)OC)C[C@H]2OCC2)F)OC Methyl 2-[[4-[6-[(4-bromo-2-methoxy-phenyl)methoxy]-2-pyridyl]-2,5-difluoro-phenyl]methyl]-3-[[(2S)-oxetan-2-yl]methyl]benzimidazole-5-carboxylate